C(C=C)(=O)NC1=C(OC2=NC=C(C=N2)F)C=C(C=C1F)F 2-(2-acrylamido-3,5-difluorophenoxy)-5-fluoropyrimidin